C(C)(C)(C)[C@@H](CCC)N(NC(C1=C(C(=CC=C1)OC)CC)=O)C(C1=CC(=CC(=C1)C)C)=O |r| (R)- and (S)-2-ethyl-3-methoxybenzoic acid N'-(1-tert-butyl-butyl)-N'-(3,5-dimethyl-benzoyl)-hydrazide